pyrene-1,3,6,8-tetramine C1(=CC(=C2C=CC=3C(=CC(=C4C=CC1=C2C34)N)N)N)N